C(CC)C1=C(O)C=CC(=C1)C(C)(C)C1=CC=C(C=C1)O Propyl-bisphenol A